CC1=CN=C(O1)C=1C=C(C(=CC1)O)O 4-(5-methyl-oxazol-2-yl)benzene-1,2-diol